O=S1(C=2C=CC=C(N(CCCCCCC3=CC=CC=C3C3=CSC(N1)=N3)C[C@@](C(=O)O)(CCC)C)N2)=O (2S)-2-[(2,2-dioxo-2λ6,5-dithia-3,20,25,26-tetrazatetracyclo[19.3.1.14,7.08,13]hexacosa-1(25),4(26),6,8,10,12,21,23-octaen-20-yl)methyl]-2-methyl-pentanoic acid